C(CCCCC(=O)[O-])(=O)OCCCC (butyl) adipate